Cl.FC=1C=C(C=NC1)[C@H](CNC(C[C@H]1CN(CCC1)S(=O)(=O)C)(C)C)O (R)-1-(5-Fluoropyridin-3-yl)-2-((2-methyl-1-((S)-1-(methylsulfonyl)-piperidin-3-yl)propan-2-yl)amino)ethan-1-ol hydrochloride